ClC=1C=C(C=CC1)N[C@@H](CC(C)C)C(=O)N1[C@@H]2CC([C@H]([C@H]1C(=O)N[C@H](/C=C(\C(=O)OCC)/F)C[C@@H]1C(NCC1)=O)CC2)(F)F ethyl (S,E)-4-((1S,3S,4S)-2-((3-chlorophenyl)-L-leucyl)-5,5-difluoro-2-azabicyclo[2.2.2]octane-3-carboxamido)-2-fluoro-5-((R)-2-oxopyrrolidin-3-yl)pent-2-enoate